C1(CCC(C)O1)=S gamma-thionovalerolactone